CS(=O)(=O)O.O=C1NCC[C@H]1C[C@H](N)C(=O)N 3-[(3S)-2-oxopyrrolidin-3-yl]-L-alaninamide, methanesulfonate salt